N(N)C1=CC(=NC(=N1)OCCC=1C=NN(C1)C)N1CCOCC1 4-(6-hydrazineyl-2-(2-(1-methyl-1H-pyrazol-4-yl)ethoxy)pyrimidin-4-yl)morpholine